(R)-N-(1-benzylpiperidin-4-yl)-2-hydroxy-2-phenylacetamide C(C1=CC=CC=C1)N1CCC(CC1)NC([C@@H](C1=CC=CC=C1)O)=O